COC([C@](C)(O)C1=C(C=CC=C1)F)=O (R)-2-(2-fluoro-phenyl)-2-hydroxy-propionic acid methyl ester